zirconium monobutyloxylacetoacetate bis(ethylacetoacetate) zirconium [Zr+4].C(C)CC(CC(=O)[O-])=O.C(C)CC(CC(=O)[O-])=O.C(CCC)OCC(CC(=O)[O-])=O.[Zr+4]